6-(3-methyl-4-(vinylsulfonyl)piperazin-1-yl)pyrimido[5,4-d]pyrimidin-4-amine CC1CN(CCN1S(=O)(=O)C=C)C=1N=CC=2N=CN=C(C2N1)N